BrC=1N=C(OC1C(=O)N1[C@@H](C2=C(CC1)NC=N2)C=2OC1=C(N2)C(=CC=C1)F)C(C)(C)O (S)-(4-bromo-2-(2-hydroxypropan-2-yl)oxazol-5-yl)(4-(4-fluorobenzo[d]oxazol-2-yl)-6,7-dihydro-1H-imidazo[4,5-c]pyridin-5(4H)-yl)methanone